ethyl 5-cyclopropyl-1-(2,2-difluoroethyl)-1H-pyrazole-4-carboxylate C1(CC1)C1=C(C=NN1CC(F)F)C(=O)OCC